4-(2-fluoro-5-((4-oxo-3,4-dihydrophthalazin-1-yl)methyl)benzoyl)piperazine-1-carboxylic acid tert-butyl ester C(C)(C)(C)OC(=O)N1CCN(CC1)C(C1=C(C=CC(=C1)CC1=NNC(C2=CC=CC=C12)=O)F)=O